1-(2-((3aS,4S,6aS,6bR,8aS,10R,12aS,12bS)-10-hydroxy-3a,10,12a-trimethyloctadecahydronaphtho[2,1-e]azulen-4-yl)-2-oxoethyl)-1H-pyrazole-4-carbonitrile O[C@]1(C2C([C@@]3(CCC[C@]3(CC1)C)C)[C@H](CC1CCCCC12)C(CN1N=CC(=C1)C#N)=O)C